C(#N)C1=C(C=CC=C1)[C@H]([C@@H](C)C=1N(C(C(=C(N1)C(=O)NC=1C=NOC1)O)=O)C)C=1C=NNC1 2-((1s,2r)-1-(2-cyanophenyl)-1-(1H-pyrazol-4-yl)propan-2-yl)-5-hydroxy-N-(isoxazol-4-yl)-1-methyl-6-oxo-1,6-dihydropyrimidine-4-carboxamide